(p-triethylsilyl-phenyl)(p-t-butylphenyl)methylene(cyclopentadienyl)(fluorenyl)hafnium C(C)[Si](C1=CC=C(C=C1)C(=[Hf](C1=CC=CC=2C3=CC=CC=C3CC12)C1C=CC=C1)C1=CC=C(C=C1)C(C)(C)C)(CC)CC